acetyl-galactosamin C(C)(=O)C1(O)[C@H](N)[C@@H](O)[C@@H](O)[C@H](O1)CO